CN(CC(=O)N1CCC(CC1)C=1OC(=NN1)C=1C=C2C(=C(NC2=CC1)C1=CC(=NC=C1)C)C(C)C)C 2-(dimethylamino)-1-(4-(5-(3-isopropyl-2-(2-methylpyridin-4-yl)-1H-indol-5-yl)-1,3,4-oxadiazol-2-yl)piperidin-1-yl)ethan-1-one